ClC=1C=CC2=C(C(=NCC=3N2C=C(N3)C(=O)O)C3=C(C=CC=C3)F)C1 8-chloro-6-(2-fluorophenyl)-4H-imidazo[1,2-a][1,4]benzodiazepine-2-carboxylic acid